[Si](C)(C)(C(C)(C)C)OC=1C(=C(C=CC1)C=1N=C(C(=NC1)NC(C(=O)O)=CC=1OC=CC1)CC1=CC(=CC=C1)C)F ((5-(3-((tert-Butyldimethylsilyl)oxy)-2-fluorophenyl)-3-(3-methylbenzyl)pyrazin-2-yl)amino)-3-(furan-2-yl)acrylic acid